ClC1=CC=C(C=C1)[C@@]1(N(C(C2=CC(=CC(=C12)F)C(CCC)(C=1N=CN(C1)C)O)=O)CC1=CC=C(C=N1)C#N)O[C@@H]1CC(CC1)=O 6-{[(1R)-1-(4-chlorophenyl)-7-fluoro-5-[1-hydroxy-1-(1-methyl-1H-imidazol-4-yl)butyl]-3-oxo-1-[(3S)-oxocyclopent-3-yloxy]-2,3-dihydro-1H-isoindol-2-yl]methyl}pyridine-3-carbonitrile